(R)-N-(1-hydroxypropan-2-yl)-8-(4-(trifluoromethyl)piperidin-1-yl)quinoline-3-carboxamide OC[C@@H](C)NC(=O)C=1C=NC2=C(C=CC=C2C1)N1CCC(CC1)C(F)(F)F